[Si](=O)=O silicon(IV)-oxide